C(C1=CC=CC=C1)N1C=NC2=CC=C(C=C2C1=O)C=1C=CC2=C(N=C(S2)NC(=O)NC2=CC=C(C=C2)F)C1 1-(5-(3-benzyl-4-oxo-3,4-dihydroquinazolin-6-yl)benzo[d]thiazol-2-yl)-3-(4-fluorophenyl)urea